(1-methyl-1H-pyrrolo[2,3-c]pyridin-4-yl)methanone CN1C=CC=2C1=CN=CC2C=O